ClC1=CC=C(C=N1)CNCC1=C(C=CC=C1)F 1-(6-chloropyridin-3-yl)-N-(2-fluorobenzyl)methylamine